rac-2-(7-(2,5-diazabicyclo[4.2.0]octan-2-yl)-2-(dimethylamino)-6-ethyl-8-oxopyrido[2,3-b]pyrazin-5(8H)-yl)-N-(2-chloro-4-(trifluoromethyl)phenyl)acetamide trifluoroacetate FC(C(=O)O)(F)F.C12N(CCNC2CC1)C=1C(C=2C(=NC=C(N2)N(C)C)N(C1CC)CC(=O)NC1=C(C=C(C=C1)C(F)(F)F)Cl)=O